BrC=1C(=NN(C1)COCC[Si](C)(C)C)C1=CC=C(C=C1)F 4-bromo-3-(4-fluorophenyl)-1-((2-(trimethylsilyl)ethoxy)methyl)-1H-pyrazole